CN1C(C2=CC=CC=C2C(=C1)C=1C=C(C=CC1)NS(=O)(=O)CCCC)=O N-[3-(2-methyl-1-oxoisoquinolin-4-yl)phenyl]butane-1-sulfonamide